2-(o-methyl-Oxyphenyl)-4,5-diphenylimidazole COC1=C(C=CC=C1)C=1NC(=C(N1)C1=CC=CC=C1)C1=CC=CC=C1